C(C)(C)(C)OC(=O)N1C[C@@H](C[C@@H](C1)O)NC1=C2C(=C(N=N1)Cl)N(N=C2)C (3R,5S)-3-[(7-chloro-1-methyl-pyrazolo[3,4-d]pyridazin-4-yl)amino]-5-hydroxy-piperidine-1-carboxylic acid tert-butyl ester